2-((1-methyl-1H-pyrazolo[3,4-d]pyrimidin-4-yl)amino)-9-(5,6,7,8-tetrahydro-1,8-naphthyridin-2-yl)nonanoic acid CN1N=CC=2C1=NC=NC2NC(C(=O)O)CCCCCCCC2=NC=1NCCCC1C=C2